2-amino-1-(3-trifluoromethoxyphenyl)ethanone NCC(=O)C1=CC(=CC=C1)OC(F)(F)F